C(#N)N1C[C@H](CC1)C(=O)NC=1N=C2N(C(=C(C=C2)C=2C(=NOC2C)C)C)C1 (S)-1-cyano-N-(6-(3,5-dimethylisoxazol-4-yl)-5-methylimidazo[1,2-a]pyridin-2-yl)pyrrolidine-3-carboxamide